C1(CC1)C1=NC=NC(=C1C=1N=CC=2C(N1)=C(N(N2)C([2H])([2H])[2H])CC2=CC=C(C=C2)C=2N(C=C(N2)C(F)(F)F)C)OC 5-(4-cyclopropyl-6-methoxy-pyrimidin-5-yl)-3-[[4-[1-methyl-4-(trifluoromethyl)imidazol-2-yl]phenyl]methyl]-2-(trideuteriomethyl)pyrazolo[4,3-d]pyrimidine